O=C(C(=O)O)C(C)C Oxo-3-methylbutyric acid